N(C(=N)N)C1=C(C=C(C(=O)OC=2C=3N(C(=CC2)CC(=O)O)N=CN3)C=C1)C 2-(8-(4-guanidino-3-methylbenzoyloxy)-[1,2,4]triazolo[1,5-a]pyridin-5-yl)acetic acid